O=CCCC(=O)[O-] 4-Oxobutanoate